C(C)(C)(C)OC(=O)N1C2=C(CC1CC=C)C(C=C2)=O allyl-4-oxocyclopenta[b]pyrrole-1(2H)-carboxylic acid tert-butyl ester